lithium 1-(9-ethyl-6-morpholino-8-(pyridin-4-yl)-9H-purin-2-yl)-5-phenyl-1H-pyrazole-3-carboxylate C(C)N1C2=NC(=NC(=C2N=C1C1=CC=NC=C1)N1CCOCC1)N1N=C(C=C1C1=CC=CC=C1)C(=O)[O-].[Li+]